tert-butyl (4-((benzyloxy)methyl)-6-((tert-butoxycarbonyl)(p-tolyl)amino)pyrimidin-2-yl)(tert-butoxycarbonyl)carbamate C(C1=CC=CC=C1)OCC1=NC(=NC(=C1)N(C1=CC=C(C=C1)C)C(=O)OC(C)(C)C)N(C(OC(C)(C)C)=O)C(=O)OC(C)(C)C